C1(CCC1)OC=1C(=CC=2C(N1)=NN(C2)C2COCCC2)C(=O)OC methyl 6-cyclobutoxy-2-(tetrahydro-2H-pyran-3-yl)-2H-pyrazolo[3,4-b]pyridine-5-carboxylate